5-(4-methyl-3,4-dihydrospiro[benzo[b][1,4]oxazine-2,1'-cyclopropan]-7-yl)-1,3,4-oxadiazol-2-ol CN1C2=C(OC3(CC3)C1)C=C(C=C2)C2=NN=C(O2)O